C(#N)C=1C=CC(=C2C=CC(=NC12)[2H])N1C[C@@H]2C=3C=CC(=NC3CN2[C@@H](C1)C)C1CCN(CC1)C(=O)OC(C)(C)C tert-butyl 4-[(2S,6R)-4-(8-cyano-2-deuterio-5-quinolyl)-6-methyl-4,7,10-triazatricyclo[7.4.0.02,7]trideca-1(9),10,12-trien-11-yl]piperidine-1-carboxylate